(5-(3-(1-(1-(3-Bromophenyl)-4-((2-methylbut-3-yn-2-yl)oxy)butyl)-1H-pyrazol-3-yl)phenoxy)-6-fluoro-1-tosyl-1H-indol-4-yl)methanol BrC=1C=C(C=CC1)C(CCCOC(C)(C#C)C)N1N=C(C=C1)C=1C=C(OC=2C(=C3C=CN(C3=CC2F)S(=O)(=O)C2=CC=C(C)C=C2)CO)C=CC1